C1(CCCCCCC1)NC(=O)C1=C(C=2C(N(C1=O)C(C)C)=CN(N2)C)O N-cyclooctyl-4,5-dihydro-7-hydroxy-2-methyl-5-oxo-4-(2-propyl)-2H-pyrazolo[4,3-b]pyridin-6-carboxamide